2,2,5,11,14-pentamethyl-6-[2-(1-methyl-1H-indol-3-yl)propan-2-yl]-4,7,10,15-tetraoxo-12-(propan-2-yl)-3-oxo-5,8,11,16-tetraazaoctadec-13-en-18-oic acid tert-butyl ester C(C)(C)(C)OC(CNC(C(=CC(N(C(CNC(C(N(C(C(C(C)(C)C)=O)=O)C)C(C)(C)C1=CN(C2=CC=CC=C12)C)=O)=O)C)C(C)C)C)=O)=O